4-(2-(2-aminopyridin-3-yl)-5-phenyl-3H-imidazo[4,5-b]pyridin-3-yl)-N-(4-bromo-2-fluorophenyl)benzamide NC1=NC=CC=C1C1=NC=2C(=NC(=CC2)C2=CC=CC=C2)N1C1=CC=C(C(=O)NC2=C(C=C(C=C2)Br)F)C=C1